(-)-(2R)-methyl 2-(((benzyloxy)carbonyl)amino)-3-(3-((R)-1-ethoxyethyl)-5-fluorobenzamido)propanoate C(C1=CC=CC=C1)OC(=O)N[C@@H](C(=O)OC)CNC(C1=CC(=CC(=C1)F)[C@@H](C)OCC)=O